N-(3-(5-(2-chlorophenyl)-1H-pyrazolo[3,4-b]pyridine-3-carbonyl)-2,6-difluorophenyl)propane-1-sulfonamide ClC1=C(C=CC=C1)C=1C=C2C(=NC1)NN=C2C(=O)C=2C(=C(C(=CC2)F)NS(=O)(=O)CCC)F